C1=CC(=CC=C1C2=[O+]C3=CC(=CC(=C3C=C2O[C@H]4[C@@H]([C@H]([C@@H]([C@H](O4)COC(=O)CC(=O)O)O)O)O)O)O)O The molecule is an anthocyanin cation consisting of pelargonidin having a 6-O-malonyl-beta-D-glucosyl residue attached at the 3-hydroxy position. It is an anthocyanin cation and a beta-D-glucoside. It derives from a pelargonidin.